OCCCC(=O)O 4-HYDROXYBUTANOIC ACID